(3E,4R)-3-[2-(dimethylamino)ethylidene]-4-methyl-1-[4-({4-[(1-methyl-1,2,3-benzotriazol-5-yl)oxy]phenyl}amino)pyrido[3,4-d]pyrimidin-6-yl]pyrrolidin-2-one CN(C\C=C/1\C(N(C[C@@H]1C)C1=CC2=C(N=CN=C2NC2=CC=C(C=C2)OC2=CC3=C(N(N=N3)C)C=C2)C=N1)=O)C